Methyl Methansulfonate CS(=O)(=O)OC